4-((5-(6-chloro-5-hydroxypyridin-3-yl)-1,3,4-thiadiazol-2-yl)methyl)-6-ethyl-4,6-diazaspiro[2.4]heptane-5,7-dione ClC1=C(C=C(C=N1)C1=NN=C(S1)CN1C2(CC2)C(N(C1=O)CC)=O)O